N-(3-chlorobenzyl)pyrimido[1',6':1,5]pyrazolo[4,3-c][1,7]naphthyridin-6-amine ClC=1C=C(CNC2=NC3=CN=CC=C3C=3C2=C2N(N3)C=NC=C2)C=CC1